Copper saccharin S1(=O)(=O)NC(=O)C2=CC=CC=C12.[Cu]